1-(3-butylcyclopent-2,4-dien-1-yl)-1,1,2,2-tetramethyl-2-(2-methyl-4-phenyl-1,5,6,7-tetrahydro-s-indacen-1-yl)disilane C(CCC)C1=CC(C=C1)[Si]([Si](C1C(=CC2=C(C=3CCCC3C=C12)C1=CC=CC=C1)C)(C)C)(C)C